COC1=C(C=CC(=C1)OC)N1C(C=C(C2=C1N=C(N=C2)NC2=C(C=CC=C2)OC)C#C)=O 8-(2,4-Dimethoxyphenyl)-5-ethynyl-2-[(2-methoxyphenyl)amino]pyrido[2,3-d]pyrimidin-7-one